CC1CN(C(=CC1)C1=CC=C(C=C1)[N+](=O)[O-])C(=O)OC(C)(C)C tert-Butyl 3-methyl-6-(4-nitrophenyl)-3,4-dihydro-2H-pyridine-1-carboxylate